CC1C=2C=CC=NC2C(CC1)O[Si](C(C)C)(C(C)C)C(C)C 5-methyl-8-{[tri(propan-2-yl)silyl]oxy}-5,6,7,8-tetrahydroquinolin